5-[(1-cyclopropanecarbonyl-4-hydroxypiperidin-4-yl)methyl]-1-(3-{[methyl(2-methyl-propyl)amino]methyl}phenyl)-1H,4H,5H-pyrazolo[3,4-d]pyrimidin-4-one C1(CC1)C(=O)N1CCC(CC1)(O)CN1C=NC2=C(C1=O)C=NN2C2=CC(=CC=C2)CN(CC(C)C)C